6-(benzylthio)-8-chloro-N'-(2,2-difluoroacetyl)-[1,2,4]triazolo[4,3-a]pyridine C(C1=CC=CC=C1)SC=1C=C(C=2N(C1)CN(N2)C(C(F)F)=O)Cl